ethoxytrimethylsilane C(C)O[Si](C)(C)C